tert-butyl 4-(6-benzyl-4-cyano-3-(4-methylpiperazin-1-yl)-5,6,7,8-tetrahydro-2,6-naphthyridin-1-yl)-2-(cyanomethyl)piperazine-1-carboxylate C(C1=CC=CC=C1)N1CC=2C(=C(N=C(C2CC1)N1CC(N(CC1)C(=O)OC(C)(C)C)CC#N)N1CCN(CC1)C)C#N